C(C1=CC=CC=C1)OC(=O)C1=NN(C(=N1)SCC1=CC=CC=C1)C 1-methyl-5-benzylthio-1,2,4-triazole-3-carboxylic acid benzyl ester